FC1=CC(=CC=2NC(=NC21)C=2NC=C(C2)C(C2=C(C=CC=C2)C(F)(F)F)=O)N2CCN(CC2)C(=O)OC(C)(C)C tert-butyl 4-(4-fluoro-2-(4-(2-(trifluoromethyl)benzoyl)-1H-pyrrol-2-yl)-1H-benzo[d]imidazol-6-yl)piperazine-1-carboxylate